CN(C)C(C(=O)C=1C=CC=2N(C3=CC=CC=C3C2C1)C(C)C)=C (dimethylamino)-1-(9-isopropyl-9H-carbazole-3-yl)prop-2-en-1-one